2-(2-chloro-6-fluoro-phenyl)acetic acid ClC1=C(C(=CC=C1)F)CC(=O)O